sodium N-(2-aminoethyl)-beta-alaninate NCCNCCC(=O)[O-].[Na+]